7-methoxy-2-(methylthio)-5-((triisopropylsilyl)ethynyl)pyrido[2,3-d]pyrimidine COC=1C=C(C2=C(N=C(N=C2)SC)N1)C#C[Si](C(C)C)(C(C)C)C(C)C